ClC1=C(C=C2C(NC(=NC2=C1)C1CCCCC1)=O)[N+](=O)[O-] 7-chloro-2-cyclohexyl-6-nitroquinazolin-4(3H)-one